NC1=C(NC=C1)C(=O)N aminopyrrolamide